O1CCN(CC1)C1=CC=C(C=C1)CCC(C)=O 4-(4-morpholinophenyl)butanone